C(C1=CC=CC=C1)(C1=CC=CC=C1)=NC1=C(C=C(C=N1)CN1C[C@@H](CCC1)NC(OC(C)(C)C)=O)COC1=CC=C(C=C1)C=1N(C2=NC=NC(=C2C1)N1CCOCC1)COCC[Si](C)(C)C tert-butyl [(R)-1-{[6-(benzhydrylideneamino)-5-{[p-(4-morpholino-1-{[2-(trimethylsilyl)ethoxy]methyl}-1H-1,5,7-triazainden-2-yl)phenoxy]methyl}-3-pyridyl]methyl}-3-piperidyl]carbamate